OCC=1C=CC(=C(C1)NS(=O)(=O)C1=CC=CC=C1)N1C=CC=C1 N-(5-(hydroxymethyl)-2-(1H-pyrrole-1-yl)phenyl)benzenesulfonamide